6-(cyclobutylmethyl)-3-(1-(6-(trifluoromethyl)pyridin-3-yl)ethyl)-5,6,7,8-tetrahydropyrido[4,3-d]pyrimidin-4(3h)-one C1(CCC1)CN1CC2=C(N=CN(C2=O)C(C)C=2C=NC(=CC2)C(F)(F)F)CC1